FC1=C(C=CC(=C1)[N+](=O)[O-])OC1=CC=NC2=CC(=C(C=C12)OC)OC 4-(2-fluoro-4-nitrophenyloxy)-6,7-dimethoxyquinoline